NC1=NC=CC(=N1)C1=C(C=2C(NCCC2N1)=O)NC1=C(C(=CC=C1)Cl)SC 2-(2-aminopyrimidin-4-yl)-3-[[3-chloro-2-(methylsulfanyl)phenyl]amino]-1H,5H,6H,7H-pyrrolo[3,2-c]pyridin-4-one